COC=1C=C(C=O)C=CC1OCCCCCCCCCCCCCC 3-methoxy-4-tetradecyloxybenzaldehyde